[N+](=O)([O-])C=1C=NN(C1C)C1CCSCC1 4-nitro-5-methyl-1-(tetrahydro-2H-thiopyran-4-yl)-1H-pyrazole